3-(4-Hexoxyphenyl)-1-(4-hydroxyphenyl)prop-2-en-1-one C(CCCCC)OC1=CC=C(C=C1)C=CC(=O)C1=CC=C(C=C1)O